C(C=CCCCC(C)C)(=O)O isononenoic acid